6-(4-methylphenyl)-1-methyl-1,5-dihydro-4H-pyrazolo[3,4-d]pyrimidin-4-one CC1=CC=C(C=C1)C=1NC(C2=C(N1)N(N=C2)C)=O